(4-(3,4-bis(2-(1-hydroxy-1,3-dihydrobenzo[c][1,2]oxaborol-7-yl)acetamido)pyrrolidin-1-yl)-4-oxobutanoyl)-L-glutamic acid OB1OCC2=C1C(=CC=C2)CC(=O)NC2CN(CC2NC(CC2=CC=CC1=C2B(OC1)O)=O)C(CCC(=O)N[C@@H](CCC(=O)O)C(=O)O)=O